N-(2-Formylbenzyl)-2-methoxy-2-methyl-N-(2-oxo-2-((2'-oxo-1,1',2',3-tetrahydrospiro[indene-2,3'-pyrrolo[2,3-b]pyridin]-5-yl)amino)ethyl)propanamide C(=O)C1=C(CN(C(C(C)(C)OC)=O)CC(NC=2C=C3CC4(C(NC5=NC=CC=C54)=O)CC3=CC2)=O)C=CC=C1